decaphosphocholine P(=O)(O)(O)C([N+](C(C(O)(P(=O)(O)O)P(=O)(O)O)(P(=O)(O)O)P(=O)(O)O)(C(P(=O)(O)O)(P(=O)(O)O)P(=O)(O)O)C)(P(=O)(O)O)P(=O)(O)O